FC=1C=C(C=C(C1)F)[C@H]1N(OCC1)C(=O)C1CCC(CC1)COC1=CC(=NC=N1)C(=O)N 6-((4-((S)-3-(3,5-difluorophenyl)isoxazolidine-2-carbonyl)cyclohexyl)methoxy)pyrimidine-4-carboxamide